L-4-(2-aminoethyl)-1,2-benzenediol NCCC=1C=C(C(=CC1)O)O